COCCOC1=C(C=CC=C1)C=1N=NC(=C2C1SC=C2)C2CCN(CC2)S(=O)(=O)C 7-[2-(2-methoxyethoxy)phenyl]-4-(1-methylsulfonyl-4-piperidyl)thieno[2,3-d]pyridazine